tert-butyl (S)-(1-(5-chloro-2-ethoxyphenethyl) piperidin-3-yl)carbamate ClC=1C=CC(=C(CCN2C[C@H](CCC2)NC(OC(C)(C)C)=O)C1)OCC